l-theanine N[C@@H](CCC(=O)NCC)C(=O)O